N-(2-(piperazine-1-yl)-5-(trifluoromethyl)pyridin-3-yl)acetamide N1(CCNCC1)C1=NC=C(C=C1NC(C)=O)C(F)(F)F